(S)-(2,2'-dimethoxy-[1,1'-binaphthalene]-3,3'-diyl)diboronic acid B(C1=CC2=CC=CC=C2C(=C1OC)C3=C(C(=CC4=CC=CC=C43)B(O)O)OC)(O)O